NC1=CC(=NC=C1OCC1C(C1)(F)F)NC(C)=O N-(4-amino-5-((2,2-difluorocyclopropyl)methoxy)pyridin-2-yl)acetamide